C1(CC1)N1N=CC(=C1)C=1C=CC=2N(C1)C(=CC2)C2=CC(=C(C(=C2)OC)C=2N=NN(C2)CC)OC 6-(1-Cyclopropylpyrazol-4-yl)-3-[4-(1-ethyltriazol-4-yl)-3,5-dimethoxy-phenyl]pyrrolo[1,5-a]pyridine